(2R,3R,4R,5R)-4-[[3-[2-Methoxy-6-(trifluoromethyl)-3-pyridyl]-4,5-dimethyl-5-(trifluoromethyl)tetrahydrofuran-2-carbonyl]amino]pyridin-2-carboxamid COC1=NC(=CC=C1[C@@H]1[C@@H](O[C@]([C@@H]1C)(C(F)(F)F)C)C(=O)NC1=CC(=NC=C1)C(=O)N)C(F)(F)F